[I-].C(CCCCCCCCCCC)N1CN(C=C1)C 1-Dodecyl-3-Methylimidazol iodid